4-(piperazin-1-yl)-2-buten-1-one hydrochloride Cl.N1(CCNCC1)CC=CC=O